O1CCOC12CCN(CC2)C2=CC=C(N=N2)C(=O)O 6-(1,4-dioxa-8-azaspiro[4.5]decan-8-yl)pyridazine-3-carboxylic acid